N-((3S,4R)-4-Fluoro-1-(oxetan-3-yl)pyrrolidin-3-yl)-4-methoxy-5-(quinoxalin-6-yl)pyrrolo[2,1-f][1,2,4]triazin-2-amine F[C@H]1[C@H](CN(C1)C1COC1)NC1=NN2C(C(=N1)OC)=C(C=C2)C=2C=C1N=CC=NC1=CC2